FC1=C(N=CC2=C1N=C(N=C2O)OCC21CCCN1CCC2)C2=CC(=CC1=CC=CC=C21)O 8-fluoro-7-(3-hydroxynaphthalen-1-yl)-2-((tetrahydro-1H-pyrrolizin-7a(5H)-yl)methoxy)pyrido[4,3-d]pyrimidin-4-ol